1-[(3aR,5s,6aS)-2-acetyloctahydrocyclopenta[c]pyrrol-5-yl]-4-chloro-N-[3-methyl-5-(phenylethynyl)pyridin-2-yl]-1H-pyrazole-5-carboxamide C(C)(=O)N1C[C@@H]2[C@H](C1)CC(C2)N2N=CC(=C2C(=O)NC2=NC=C(C=C2C)C#CC2=CC=CC=C2)Cl